CC(=O)C1=CC(=CC=C1)NS(=O)(=O)C N-(3-acetylphenyl)methanesulfonamide